NC1=C(CC2(OCCO2)CC(=O)OCC)C=CC=C1 ethyl [2-(2-aminobenzyl)-1,3-dioxolan-2-yl]acetate